C(C)N(C)C Ethyl-dimethyl-amine